C(=C)C=1C=C2C(OC(C2=CC1)=O)=O 5-vinyl-1,3-isobenzofurandione